ClC1=NC=2N(C(=C1)N(C(OC(C)(C)C)=O)C1=CC(=CC=C1)F)N=CC2C2CC2 tert-butyl (5-chloro-3-cyclopropylpyrazolo[1,5-a]pyrimidin-7-yl)(3-fluorophenyl)carbamate